[N+](=[N-])=CC(CC[C@H](NC(CN(C)C)=O)C(N[C@H](C(NCCOCCOCCOCCC(=O)O)=O)CCC(C=[N+]=[N-])=O)=O)=O (6S,9S)-6,9-bis(4-diazo-3-oxobutyl)-2-methyl-4,7,10-trioxo-14,17,20-trioxa-2,5,8,11-tetraazatricosan-23-oic acid